(3R)-3-(tert-butoxycarbonylamino)-5-[(4-cyanophenyl)methyl]-8-fluoro-4-oxo-2,3-dihydro-1,5-benzothiazepine-7-carboxylic acid C(C)(C)(C)OC(=O)N[C@H]1CSC2=C(N(C1=O)CC1=CC=C(C=C1)C#N)C=C(C(=C2)F)C(=O)O